Isopropyl (1S,3S)-3-((6-(5-(aminomethyl)-1-methyl-1H-1,2,3-triazol-4-yl)-5-fluoro-2-methylpyridin-3-yl)oxy)cyclohexane-1-carboxylate NCC1=C(N=NN1C)C1=C(C=C(C(=N1)C)O[C@@H]1C[C@H](CCC1)C(=O)OC(C)C)F